2-((3-(naphthalen-2-ylmethyl)-1,2,4-oxadiazol-5-yl)methyl)acrylic acid C1=C(C=CC2=CC=CC=C12)CC1=NOC(=N1)CC(C(=O)O)=C